4-(4-((3-ethoxy-3-oxopropyl)amino)-3-ethylphenyl)piperazine-1-carboxylic acid tert-butyl ester C(C)(C)(C)OC(=O)N1CCN(CC1)C1=CC(=C(C=C1)NCCC(=O)OCC)CC